(R)-1-(6-(3-(4-(6-(1H-pyrazol-1-yl)pyrazin-2-yl)-1H-1,2,3-triazol-1-yl)oxetan-3-yl)pyridin-3-yl)-N-(cyclobutylmethyl)piperidin-3-amine N1(N=CC=C1)C1=CN=CC(=N1)C=1N=NN(C1)C1(COC1)C1=CC=C(C=N1)N1C[C@@H](CCC1)NCC1CCC1